4-(2-Trifluoromethylphenyl)-6-methyl-1-toluenesulfonyl-1,6-dihydro-7H-pyrrolo[2,3-c]pyridin-7-one FC(C1=C(C=CC=C1)C=1C2=C(C(N(C1)C)=O)N(C=C2)S(=O)(=O)CC2=CC=CC=C2)(F)F